(E)-N-(4-(1-(4-(4-(5-((2-(2,6-dioxopiperidin-3-yl)-1-oxoisoindoline-4-yl)thio)pentanoyl)piperazin-1-yl)benzoyl)piperidin-4-yl)butyl)-3-(pyridin-3-yl)acrylamide O=C1NC(CCC1N1C(C2=CC=CC(=C2C1)SCCCCC(=O)N1CCN(CC1)C1=CC=C(C(=O)N2CCC(CC2)CCCCNC(\C=C\C=2C=NC=CC2)=O)C=C1)=O)=O